tert-butyl 3-(5,7-dichloro-1,8-naphthyridin-2-yl)piperidine-1-carboxylate ClC1=C2C=CC(=NC2=NC(=C1)Cl)C1CN(CCC1)C(=O)OC(C)(C)C